N1(CCC(=CC1)C(=O)OC)C(=O)OCC1=CC=CC=C1 1-benzyl 4-methyl 3,6-dihydropyridine-1,4(2H)-dicarboxylate